carbon (glucose) O=C[C@H](O)[C@@H](O)[C@H](O)[C@H](O)CO.[C]